tert-butyl (R)-3-(((3-(2,6-bis(benzyloxy)pyridin-3-yl)-1-methyl-1H-indazol-7-yl)amino)methyl)piperidine-1-carboxylate C(C1=CC=CC=C1)OC1=NC(=CC=C1C1=NN(C2=C(C=CC=C12)NC[C@@H]1CN(CCC1)C(=O)OC(C)(C)C)C)OCC1=CC=CC=C1